bis(4-octyloxyphenyl)iodonium methanedisulfonate C(S(=O)(=O)[O-])S(=O)(=O)[O-].C(CCCCCCC)OC1=CC=C(C=C1)[I+]C1=CC=C(C=C1)OCCCCCCCC.C(CCCCCCC)OC1=CC=C(C=C1)[I+]C1=CC=C(C=C1)OCCCCCCCC